OC(C)(C)[C@@H]1[C@@H]2CC[C@H](C(N1)=O)N2C(=O)OC(C)(C)C tertbutyl (1S,2S,5R)-2-(2-hydroxypropan-2-yl)-4-oxo-3,8-diazabicyclo[3.2.1]octane-8-carboxylate